ClC1=CC=C(C(=O)NC=2[Se]C(=CN2)C(=O)NC2=C(C=CC=C2C)Cl)C=C1 2-(4-chlorobenzoylamino)-N-(2-chloro-6-methylphenyl)-1,3-selenazole-5-carboxamide